FC(CC(O)C1=CC(=CC2=C1N=C(S2)C2=C1N=CC(=NC1=CC(=C2)C)COC)OC)(F)F 3,3,3-trifluoro-1-(6-methoxy-2-(2-(methoxymethyl)-7-methylquinoxalin-5-yl)benzo[d]thiazol-4-yl)propan-1-ol